(P)-N-(Isoxazol-3-yl)-1-(2-methoxy-5-methyl-4-((trifluoromethyl)thio)phenyl)-2-oxo-1,2-dihydrochinolin-6-sulfonamid O1N=C(C=C1)NS(=O)(=O)C=1C=C2C=CC(N(C2=CC1)C1=C(C=C(C(=C1)C)SC(F)(F)F)OC)=O